1-ethyl-2-oxo-N-(2-(2-oxoimidazolidin-1-yl)ethyl)-1,2-dihydrobenzo[cd]indole-6-sulfonamide C(C)N1C(C2=C3C(C(=CC=C13)S(=O)(=O)NCCN1C(NCC1)=O)=CC=C2)=O